(R)-3-(azetidin-1-yl)-N-(1-(3-chlorophenyl)-2,2-difluoroethyl)propanamide N1(CCC1)CCC(=O)N[C@@H](C(F)F)C1=CC(=CC=C1)Cl